4-(1-(1-propenoylpyrrolidin-3-yl)-5-aminoimidazo[1,5-c]pyrimidin-3-yl)-N-(pyridin-2-yl)benzamide DIFLUOROOXALATE BORATE B(O)(O)O.C(C(=O)F)(=O)F.C(C=C)(=O)N1CC(CC1)C=1N=C(N2C(=NC=CC21)N)C2=CC=C(C(=O)NC1=NC=CC=C1)C=C2